BrC1=C(C(=NC=C1)[N+](=O)[O-])OC 4-bromo-3-methoxy-2-nitropyridine